O=C1NC(CCC1N1C(C2=CC=CC(=C2C1=O)SCCCCC(=O)O)=O)=O 5-((2-(2,6-dioxopiperidin-3-yl)-1,3-dioxoisoindolin-4-yl)thio)pentanoic acid